5-chloro-2-[4-({1'-[2-(2,6-dioxopiperidin-3-yl)-1,3-dioxo-2,3-dihydro-1H-isoindol-5-yl]-[1,3'-biazetidin]-3-yl}oxy)piperidin-1-yl]pyrimidin ClC=1C=NC(=NC1)N1CCC(CC1)OC1CN(C1)C1CN(C1)C=1C=C2C(N(C(C2=CC1)=O)C1C(NC(CC1)=O)=O)=O